ClC1=C(N=NC2=C(C=C(C=C12)C1=NC(=NC=C1F)N[C@@H]1C[C@H]2CO[C@@H]([C@H]1O)O2)F)C(C)(C)O (1S,3R,4S,5R)-3-((4-(4-chloro-8-fluoro-3-(2-hydroxypropan-2-yl)cinnolin-6-yl)-5-fluoropyrimidin-2-yl)amino)-6,8-dioxabicyclo[3.2.1]octan-4-ol